5-[3-(2-{[(3S)-6,6-dimethylpiperidin-3-yl]amino}-5-(trifluoromethyl)pyrimidin-4-yl)-8-oxo-1H,4H,5H,6H,7H,8H-pyrrolo[2,3-c]azepin-7-yl]-1-methyl-1,2-dihydropyridin-2-one CC1(CC[C@@H](CN1)NC1=NC=C(C(=N1)C1=CNC=2C(N(CCCC21)C=2C=CC(N(C2)C)=O)=O)C(F)(F)F)C